O=C1C=CC=2C(=NC=CN2)N1 oxo-5,6-dihydropyrido[2,3-b]pyrazine